2-(6-(4-(tert-butoxycarbonyl)piperazin-1-yl)-2-(dimethylamino)-5-ethyl-7-oxo-[1,2,4]triazolo[1,5-a]pyrimidin-4(7H)-yl)acetic acid C(C)(C)(C)OC(=O)N1CCN(CC1)C1=C(N(C=2N(C1=O)N=C(N2)N(C)C)CC(=O)O)CC